COC1=C(C=NC=C1)C1=CC2=C(C(=N1)C)C=NN2C2=NC(=CC(=C2)N2[C@@H]([C@H](C2)CS(=O)(=O)C)C)C=2N=NN(C2)C 6-(4-methoxypyridin-3-yl)-4-methyl-1-(6-(1-methyl-1H-1,2,3-triazol-4-yl)-4-((2R,3S)-2-methyl-3-((methylsulfonyl)methyl)azetidin-1-yl)pyridin-2-yl)-1H-pyrazolo[4,3-c]pyridine